4-(1-(2-Chloro-3-(2-(dimethylamino)ethyl)phenyl)-1H-imidazol-4-yl)-N-(1-(methylsulfonyl)piperidin-4-yl)-5-(trifluoromethyl)pyrimidin-2-amine ClC1=C(C=CC=C1CCN(C)C)N1C=NC(=C1)C1=NC(=NC=C1C(F)(F)F)NC1CCN(CC1)S(=O)(=O)C